C(CCC)C(C(C(=O)[O-])(O)CCCC)C1=CC=CC=C1 dibutylhydroxyhydrocinnamate